4-bromobutyl (2-hexyldecyl) carbonate C(OCCCCBr)(OCC(CCCCCCCC)CCCCCC)=O